3-(6-(2-Methyl-3-(1H-pyrazol-4-yl)piperazin-1-yl)pyrimidin-4-yl)-6-(trifluoromethyl)imidazo[1,2-b]pyridazine CC1N(CCNC1C=1C=NNC1)C1=CC(=NC=N1)C1=CN=C2N1N=C(C=C2)C(F)(F)F